(3-(5-methyl-1H-imidazol-1-yl)propyl)-3-(3,4-dichlorophenyl)-2-cyanoguanidine CC1=CN=CN1CCCNC(=NC#N)NC1=CC(=C(C=C1)Cl)Cl